O=C([C@@H](CC(=O)O)C([C@H](CC)N1C(C2=CC(=CC=C2C1)N1CCCC1)=O)=O)COC1=C(C(=CC(=C1F)F)F)F (S)-4-oxo-3-((S)-2-(1-oxo-6-(pyrrolidin-1-yl)isoindolin-2-yl)butyryl)-5-(2,3,5,6-tetrafluorophenoxy)pentanoic acid